N,N'-bis(2-(dimethylamino)ethyl)terephthalamide CN(CCNC(C1=CC=C(C(=O)NCCN(C)C)C=C1)=O)C